1-(4-methoxy-2-(methoxymethoxy)phenyl)cyclopropane-1-carboxylic acid methyl ester COC(=O)C1(CC1)C1=C(C=C(C=C1)OC)OCOC